FC(OC1=CC2=C(N=C(O2)C=2C(=C(C=CC2)C2=C(C(=CC=C2)C2=CC(=C(C=C2)CN2CCCC2)C(F)(F)F)C)C)C=C1CN1[C@@H](CCC1)C(=O)O)F ((6-(difluoromethoxy)-2-(2,2'-dimethyl-4''-(pyrrolidin-1-ylmethyl)-3''-(trifluoromethyl)-[1,1':3',1''-terphenyl]-3-yl)benzo[d]oxazol-5-yl)methyl)-L-proline